FC1=C(C=CC=C1)C1=NN2C(N=CC(=C2)C)=C1C(=O)N[C@@H]1C(NC2=C(C(=N1)C1=CC=CC=C1)C=CC=C2)=O 2-(2-Fluorophenyl)-6-methyl-N-[(3S)-2-oxo-5-phenyl-1,3-dihydro-1,4-benzodiazepin-3-yl]pyrazolo[1,5-a]-pyrimidine-3-carboxamide